N-(3,5-dichloro-4-(2,6-dioxopiperidin-3-yl)benzyl)-2-methyl-2-(5-(2,2,2-trifluoroethyl)pyrimidin-2-yl)propanamide ClC=1C=C(CNC(C(C)(C2=NC=C(C=N2)CC(F)(F)F)C)=O)C=C(C1C1C(NC(CC1)=O)=O)Cl